phenyl-(2,4,6-trimethylbenzoyl)phosphinic acid C1(=CC=CC=C1)P(O)(=O)C(C1=C(C=C(C=C1C)C)C)=O